2-[2-(aminomethyl)-3,3-difluoro-allyl]-4-[5-(1,3-benzodioxol-5-yl)-3-fluoro-2-pyridinyl]-1,2,4-triazol-3-one NCC(CN1N=CN(C1=O)C1=NC=C(C=C1F)C1=CC2=C(OCO2)C=C1)=C(F)F